N-(2-Cyclobutyl-2-phenyl-ethyl)-N-[2-oxo-2-(2-phenylpyrrolidin-1-yl)ethyl]prop-2-ynamide C1(CCC1)C(CN(C(C#C)=O)CC(N1C(CCC1)C1=CC=CC=C1)=O)C1=CC=CC=C1